CC1=CC[C@H]([C@@H](C1)C)\C=C(\C(CC)O)/C (E)-1-((1R,6R)-4,6-dimethylcyclohex-3-en-1-yl)-2-methylpent-1-en-3-ol